manganese dioxin O1C=COC=C1.[Mn]